BrC=1C(=C2C=3C(=NC(=NC3C1F)SC)N[C@H](CO2)C)Cl (S)-9-bromo-8-chloro-10-fluoro-5-methyl-2-(methylthio)-5,6-dihydro-4H-[1,4]oxazepino[5,6,7-de]quinazoline